(1R,2S,5S)-N-[cyano(pyridazin-3-yl)methyl]-3-[(2S)-3,3-dimethyl-2-[(2,2,2-trifluoroacetyl)amino]butanoyl]-6,6-dimethyl-3-azabicyclo[3.1.0]hexane-2-carboxamide C(#N)C(NC(=O)[C@@H]1[C@H]2C([C@H]2CN1C([C@H](C(C)(C)C)NC(C(F)(F)F)=O)=O)(C)C)C=1N=NC=CC1